3-{1-OXO-4-[4-(PIPERAZINE-1-CARBONYL)-BENZYLOXY]1,3-DIHYDRO-ISOINDOL-2-YL}-PIPERIDINE-2,6-DIONE HYDROCHLORIDE Cl.O=C1N(CC2=C(C=CC=C12)OCC1=CC=C(C=C1)C(=O)N1CCNCC1)C1C(NC(CC1)=O)=O